BrC1=NN=C2N1C=C(N=C2OC)OC 3-bromo-6,8-dimethoxy-1,2,4-triazolo-[4,3-a]pyrazine